COCOC1=C(C=CC=C1)C=1C=C2N3CCN(C[C@@H]3CNC2=NN1)C1=NC=C(C=N1)N1CCN(C2(CC2)C1)C(=O)OC(C)(C)C tert-butyl 7-[2-[(10S)-4-[2-(methoxymethoxy)phenyl]-1,5,6,8,12-pentazatricyclo[8.4.0.02,7]tetradeca-2,4,6-trien-12-yl]pyrimidin-5-yl]-4,7-diazaspiro[2.5]octane-4-carboxylate